Cl.C(C)(C)(C)C1=CN=C(O1)SC1=C(C(=O)NC2=NC=C(C=N2)C2CCCC2)C=C(C=C1)[N+](=O)[O-] 2-[(5-tert-butyl-1,3-oxazol-2-yl)sulfanyl]-N-(5-cyclopentylpyrimidin-2-yl)-5-nitrobenzamide hydrochloride